2,2-difluoro-4-pentenoic acid FC(C(=O)O)(CC=C)F